FC(C(=O)O)(F)F.C(C1=CC=CC=C1)C1CC(C1)NC 3-Benzyl-N-methylcyclobutan-1-amine, Trifluoroacetate Salt